Methyl 5-(2,4-difluorophenyl)-4-methoxy-1-((3-fluorophenyl) sulfonyl)-1H-pyrrole-3-carboxylate FC1=C(C=CC(=C1)F)C1=C(C(=CN1S(=O)(=O)C1=CC(=CC=C1)F)C(=O)OC)OC